[Te-2].[Cd+2].[Mg+2].[Te-2] magnesium cadmium telluride